ClC1=C(C=C(C(=O)OC(C)(C)C)C=C1)[N+](=O)[O-] tert-butyl 4-chloro-3-nitrobenzoate